2-(2-(cyclopropylmethyl)-5-(3-((4,5-dimethylthiazol-2-yl)ethynyl)phenyl)-1-(3-fluoro-4-sulfamoylbenzyl)-1H-pyrrol-3-yl)thiazole-4-carboxylic acid C1(CC1)CC=1N(C(=CC1C=1SC=C(N1)C(=O)O)C1=CC(=CC=C1)C#CC=1SC(=C(N1)C)C)CC1=CC(=C(C=C1)S(N)(=O)=O)F